tert-butyl 4-(6-(piperidin-4-yloxy)pyrazolo[1,5-a]pyridin-3-yl)piperidine-1-carboxylate N1CCC(CC1)OC=1C=CC=2N(C1)N=CC2C2CCN(CC2)C(=O)OC(C)(C)C